C(CCCCCCC\C=C/C\C=C/C\C=C/CC)(=O)OCCCCCCCCCCCCCCCCCCC(=O)O 19-(((9Z,12Z,15Z)-octadeca-9,12,15-trienoyl)oxy)-nonadecanoic acid